3-[2-[(2S)-6-[(tert-butoxycarbonyl)amino]-2-[[(9H-fluoren-9-ylmethoxy)carbonyl]amino]hexanamido]-1,3-thiazol-4-yl]piperidine-1-carboxylic acid methyl ester COC(=O)N1CC(CCC1)C=1N=C(SC1)NC([C@H](CCCCNC(=O)OC(C)(C)C)NC(=O)OCC1C2=CC=CC=C2C=2C=CC=CC12)=O